NC=1C=C(C=CC1)N1[Se]C2=C(C1=O)C=CC=C2 2-(3-aminophenyl)[1,2]benzisoselenazol-3(2H)-one